1-(4,6-diamino-s-triazin-2-yl)hexylimidazole NC1=NC(=NC(=N1)N)C(CCCCC)C=1NC=CN1